ClC=1C2=CN(N=C2C(=C(C1)C1=CC=C(C=C1)N1CC2(C1)CN(CCC2)C(=O)OC(C)(C)C)Cl)[C@@H](C(=O)OCC)C2=C1N(C=N2)C[C@@H](C1)F |&1:33| rac-tert-butyl 2-(4-(4,7-dichloro-2-(2-ethoxy-1-((R)-6-fluoro-6,7-dihydro-5H-pyrrolo[1,2-c]imidazol-1-yl)-2-oxoethyl)-2H-indazol-6-yl)phenyl)-2,6-diazaspiro[3.5]nonane-6-carboxylate